FC1=C(C=C(C=C1C[C@@H]1N(C2CC([C@@H]1NS(=O)(=O)C)(C2)F)C([C@@](C([2H])([2H])[2H])(O)[2H])=O)F)C2=CC=CC=C2 N-{(3S,4R)-3-[(2,5-difluoro[biphenyl]-3-yl)methyl]-5-fluoro-2-[(2R)-2-hydroxy(2H4)propanoyl]-2-azabicyclo[3.1.1]heptan-4-yl}methanesulfonamide